ClC=1N=CN(C(C1)=O)CC1(CCN(CC1)C(=O)OC(C)(C)C)O tert-butyl 4-((4-chloro-6-oxopyrimidin-1(6H)-yl) methyl)-4-hydroxypiperidine-1-carboxylate